(6aR,9R)-2,5-dibromo-N,N-diethyl-7-methyl-4,6,6a,7,8,9-hexahydroindolo[4,3-fg]quinoline-9-carboxamide BrC1=CC=2C3=C[C@H](CN([C@@H]3CC=3C2C(=C1)NC3Br)C)C(=O)N(CC)CC